(R)-2-(3-((4-methyl-4H-1,2,4-triazol-3-yl)(oxetan-3-yl)methyl)phenyl)-6-((((1-methylcyclopropyl)methyl)amino)methyl)-4-(trifluoromethyl)isoindolin-1-one CN1C(=NN=C1)[C@@H](C=1C=C(C=CC1)N1C(C2=CC(=CC(=C2C1)C(F)(F)F)CNCC1(CC1)C)=O)C1COC1